C1(CCCC1)OC1=NC=2N(C=C1C(=O)NC1=NN(C=C1)C)C=C(N2)[C@@]21CO[C@@](CC2)(C1)C 7-(cyclopentyloxy)-N-(1-methyl-1H-pyrazol-3-yl)-2-((1S,4R)-1-methyl-2-oxabicyclo[2.2.1]hept-4-yl)imidazo[1,2-a]pyrimidine-6-carboxamide